tri-iso-butyl-aluminum C(C(C)C)[Al](CC(C)C)CC(C)C